N-(3-((5-(4-bromo-3-chlorophenyl)-2-((1-(2-(dimethylamino)ethyl)-1H-pyrazol-4-yl)amino)pyrimidin-4-yl)amino)-4-fluorophenyl)acrylamide BrC1=C(C=C(C=C1)C=1C(=NC(=NC1)NC=1C=NN(C1)CCN(C)C)NC=1C=C(C=CC1F)NC(C=C)=O)Cl